tert-butyl 3-[[6-bromo-4-(trifluoromethyl)-2-pyridyl]amino]pyrrolidine-1-carboxylate BrC1=CC(=CC(=N1)NC1CN(CC1)C(=O)OC(C)(C)C)C(F)(F)F